(R)-5-(2-(4-(3-chlorophenyl)piperazin-1-yl)ethyl)-3,3-diethyl-1-methylpyrrolidin-2-one ClC=1C=C(C=CC1)N1CCN(CC1)CC[C@H]1CC(C(N1C)=O)(CC)CC